C(C)(C)(C)OC(COC1=C(C(=CC=C1)F)C(C)=O)=O (2-acetyl-3-fluorophenoxy)acetic acid tert-butyl ester